7-bromo-2-(methylthio)pyrazolo[1,5-a][1,3,5]triazin-4(3H)-one BrC1=NN2C(N=C(NC2=O)SC)=C1